C(OCC)(OCN1C(C(=CC2=CC=CC=C12)C1CCN(CC1)C(N[C@@H](C(=O)N1CCN(CC1)C1CCN(CC1)C)CC=1C=C2C=NNC2=C(C1)C)=O)=O)=O (R)-ethyl ((3-(1-((3-(7-methyl-1H-indazol-5-yl)-1-(4-(1-methylpiperidin-4-yl)piperazin-1-yl)-1-oxopropan-2-yl)carbamoyl)piperidin-4-yl)-2-oxoquinolin-1(2H)-yl)methyl) carbonate